NC1CN(CC12CC2)C2=NC=CC(=C2)C=2C(=C(C=C(C2)F)C2=CC(=C(C=C2)N2C(N(C=C2)C)=O)Cl)O 1-(3'-(2-(7-amino-5-azaspiro[2.4]heptan-5-yl)pyridin-4-yl)-3-chloro-5'-fluoro-2'-hydroxy-[1,1'-biphenyl]-4-yl)-3-methyl-1H-imidazol-2(3H)-one